C(=O)(O)C1=C(C=CC=C1)NC(=O)C1=CC(=C(C(=O)O)C=C1O)O 4-(2-Carboxyphenyl-aminocarbonyl)-2,5-dihydroxybenzoic acid